(E)-N-(1-benzylpiperidin-4-yl)-2-(4-(3-(4-methoxyphenyl)acryloyl)phenoxy)acetamide C(C1=CC=CC=C1)N1CCC(CC1)NC(COC1=CC=C(C=C1)C(\C=C\C1=CC=C(C=C1)OC)=O)=O